[4-(3-chloro-4-cyano-phenoxy)cyclohexyl]-5-[4-(hydroxymethyl)-1-piperidyl]pyrazine-2-carboxamide ClC=1C=C(OC2CCC(CC2)C=2C(=NC=C(N2)N2CCC(CC2)CO)C(=O)N)C=CC1C#N